CC1=NC=CC(=C1)C=1C=CC=2N(C1)C=C(N2)N 6-(2-methyl-4-pyridinyl)imidazo[1,2-a]pyridin-2-amine